Benzenesulfonyl-benzenesulfonic acid potassium salt [K+].C1(=CC=CC=C1)S(=O)(=O)C1=C(C=CC=C1)S(=O)(=O)[O-]